3,3'-octamethylenebis(5-isobutyl-1,2,4-triazole) C(C(C)C)C1=NC(=NN1)CCCCCCCCC1=NNC(=N1)CC(C)C